4,4'-(pentane-1,5-diylbis(6-methoxybenzo[b]selenophene-5,2-diyl))bis(4-oxobutanoic acid) C(CCCCC1=CC2=C([Se]C(=C2)C(CCC(=O)O)=O)C=C1OC)C1=CC2=C([Se]C(=C2)C(CCC(=O)O)=O)C=C1OC